FC=1C=2C=3C=C4C(NN=C4C4=CC=C5CCN(C(COC(CC2C=CC1)C)C5=C4)C)=CN3 10-fluoro-16,20-dimethyl-17-oxa-3,4,20,28-tetraazahexacyclo[17.6.2.25,8.02,6.09,14.023,27]nonacosa-1(25),2,5(29),6,8(28),9(14),10,12,23,26-decaene